1-(6-chloro-1-(6-(1,1-difluoroethyl)-2-methoxypyrimidin-4-yl)-1H-pyrazolo[4,3-c]pyridin-3-yl)-N,N-dimethyl-pyrrolidin-3-amine ClC1=CC2=C(C=N1)C(=NN2C2=NC(=NC(=C2)C(C)(F)F)OC)N2CC(CC2)N(C)C